CC1=C(OC=2CCC3=CN(N=C3C21)CC2=NC=CC=C2C)C(=O)OCC ethyl 8-methyl-2-[(3-methylpyridin-2-yl) methyl]-4,5-dihydro-2H-furo[2,3-g]indazole-7-carboxylate